3-amino-4-chloro-6-methoxypyridinamide NC=1C(=NC(=CC1Cl)OC)C(=O)N